FC1=CC=CC2=C1C1=C(SC(=C1)COC)C1=C(C2O)C=CC=C1 4-fluoro-2-(methoxymethyl)-8H-dibenzo[3,4:6,7]cyclohepta[1,2-b]thiophen-8-ol